ClC1=NC2=CC=NC=C2C2=C1SC1=C2C=CC=C1 6-chlorobenzo[4,5]thieno[2,3-c][1,6]naphthyridine